2-Fluoro-5-(6,7,7a,8,9,10,11,11a-octahydro-8,11-methanothiazolo[4,5-a]phenanthridin-7-yl)benzonitrile FC1=C(C#N)C=C(C=C1)C1NC2=CC=C3C(=C2C2C4CCC(C12)C4)N=CS3